1-(4-bromophenyl)-1H-1,2,3-triazole-4-carbaldehyde BrC1=CC=C(C=C1)N1N=NC(=C1)C=O